3-({[(4R)-7-[methyl-(4-propylphenyl)amino]-3,4-dihydro-2H-1-benzopyran-4-yl]methyl}amino)pyridine-4-carboxylic acid methyl ester COC(=O)C1=C(C=NC=C1)NC[C@@H]1CCOC2=C1C=CC(=C2)N(C2=CC=C(C=C2)CCC)C